6-bromo-7-(2-methoxyethoxy)-2-methyl-quinazolin-4-ol BrC=1C=C2C(=NC(=NC2=CC1OCCOC)C)O